1-cyclopropyl-1H-pyrazole-3-sulfonamide C1(CC1)N1N=C(C=C1)S(=O)(=O)N